C(CCNC(=O)CC[C@@H](C(=O)O)N)CN Gamma-glutamylputrescine